N,N-dimethyl-octanoic acid amide CN(C(CCCCCCC)=O)C